[5-(3,5-difluoro-2-pyridyl)isoxazol-3-yl]-[rac-(1S,4S)-4-(1,5-dimethylpyrazol-4-yl)-1-methyl-3,4-dihydro-1H-isoquinolin-2-yl]methanone FC=1C(=NC=C(C1)F)C1=CC(=NO1)C(=O)N1[C@H](C2=CC=CC=C2[C@H](C1)C=1C=NN(C1C)C)C |r|